COC(COC1=NC(=CC(=N1)N1CC2(C=3C=NC(=CC31)NC(C)=O)CC2)C)(C)C N-(1'-(2-(2-methoxy-2-methylpropoxy)-6-methylpyrimidin-4-yl)-1',2'-dihydrospiro[cyclopropane-1,3'-pyrrolo[3,2-c]pyridin]-6'-yl)acetamide